6-(3,4-dimethylimidazo[1,5-b]pyridazin-2-yl)-3-(trifluoromethyl)-5,6,7,8-tetrahydro-1,6-naphthyridine CC1=C(C=2N(N=C1N1CC=3C=C(C=NC3CC1)C(F)(F)F)C=NC2)C